2-[(3,4-Dimethoxyphenyl)-(4-piperidinyl)methyl]Pyridine COC=1C=C(C=CC1OC)C(C1=NC=CC=C1)C1CCNCC1